6-oxo-1,6-dihydropyrazin O=C1C=NC=CN1